C(C)(=O)O.C(C)(=O)O.C(C1=CC=C(C(=O)O)C=C1)(=O)O terephthalic acid diacetate